CC1(OB(OC1(C)C)C=1C=C(C=NC1)C#N)C 5-(4,4,5,5-tetramethyl-1,3,2-dioxaborolan-2-yl)pyridine-3-carbonitrile